CC=1C=C(C=C(C1)C)C1=NC(=NN1C)[C@H](C)N1C(OC2=C(C1=O)N=CC=C2OC)=O (S)-3-(1-(5-(3,5-dimethylphenyl)-1-methyl-1,2,4-triazol-3-yl)ethyl)-8-methoxy-2H-pyrido[2,3-e][1,3]oxazine-2,4(3H)-dione